methyl 7-(1-(adamantan-1-ylmethyl)-5-methyl-1H-pyrazol-4-yl)-3-(5-cyclopropyl-6-hydroxypyridazin-3-yl)imidazo[1,2-a]pyridine-8-carboxylate C12(CC3CC(CC(C1)C3)C2)CN2N=CC(=C2C)C2=C(C=3N(C=C2)C(=CN3)C=3N=NC(=C(C3)C3CC3)O)C(=O)OC